C1=CC=CC2=C3C(=C4OC=5C=CC=CC5CC4=C21)C=CC=C3 DIBENZOXANTHENE